2-((((9H-fluoren-9-yl)methoxy)carbonyl)amino)-2-(4-chloro-3-(trifluoromethoxy)phenyl)acetic acid C1=CC=CC=2C3=CC=CC=C3C(C12)COC(=O)NC(C(=O)O)C1=CC(=C(C=C1)Cl)OC(F)(F)F